3,5-dichloro-4-(4-ethylsulfonylphenyl)aniline ClC=1C=C(N)C=C(C1C1=CC=C(C=C1)S(=O)(=O)CC)Cl